8-chloro-3-(5-(difluoromethyl)-1,3,4-thiadiazol-2-yl)-N-(3-(fluoromethyl)oxetan-3-yl)-N-((2-(trimethylsilyl)ethoxy)methyl)imidazo[1,5-a]pyridine-6-sulfonamide-1-d ClC=1C=2N(C=C(C1)S(=O)(=O)N(COCC[Si](C)(C)C)C1(COC1)CF)C(=NC2[2H])C=2SC(=NN2)C(F)F